C(C)(C)C1=C(NC2=CC=C(C=C12)C1CCN(CC1)CC1=NN(C=N1)C)C=1C=CC=2N(C1)N=NC2 6-(3-isopropyl-5-(1-((1-methyl-1H-1,2,4-triazol-3-yl)methyl)piperidin-4-yl)-1H-indol-2-yl)-[1,2,3]triazolo[1,5-a]pyridine